C(C)(=O)OCN1C(N(C(C(=C1)Br)=O)[C@H](C=O)C)=O [5-bromo-3-((S)-1-methyl-2-oxo-ethyl)-2,4-dioxo-3,4-dihydro-2H-pyrimidin-1-yl]-methyl acetate